4-(5-fluoro-2-methoxyphenyl)-8-methoxyquinoline FC=1C=CC(=C(C1)C1=CC=NC2=C(C=CC=C12)OC)OC